(Z)-4-(1-hydrazinoethyl)benzoylhydrazine N(N)C(C)C1=CC=C(C(=O)NN)C=C1